Cl.NCC=CCNC1=C(C=C(C(=O)N)C=C1[N+](=O)[O-])OC 4-((4-aminobut-2-en-1-yl)amino)-3-methoxy-5-nitrobenzamide hydrochloride